3,4,5-trimethoxyphenyl trifluoromethanesulfonate FC(S(=O)(=O)OC1=CC(=C(C(=C1)OC)OC)OC)(F)F